C(C)OC(C(C1C(CN(CC1)S(=O)(=O)C1=CC=C(C=C1)C)NO)C=1NC2=CC=CC=C2C1C=O)=O.OCC(CC)(CCCC)CO 3,3-bis(hydroxymethyl)heptane ethyl-(3-formyl-1H-indol-2-yl){(3Z)-3-(hydroxyamino)-1-[(4-methylphenyl)sulfonyl]piperidin-4-yl}acetate